(2-(trifluoromethyl)thiazol-5-yl)methanol FC(C=1SC(=CN1)CO)(F)F